NC1CCC(CC1)COC1=NC(=NC=C1)NC1=NN(C=C1)CC(F)F 4-(((1R,4R)-4-aminocyclohexyl)methoxy)-N-(1-(2,2-difluoroethyl)-1H-pyrazol-3-yl)pyrimidin-2-amine